FC(C1=NN(C(=C1C(=O)N[C@@H](C)C1=CC=C(C(=O)OC)C=C1)OC1=C(C=C(C=C1)F)F)C)F methyl (S)-4-(1-(3-(difluoromethyl)-5-(2,4-difluorophenoxy)-1-methyl-1H-pyrazole-4-carboxamido)ethyl)benzoate